The molecule is a heterodetic cyclic peptide produced by the fungus Cochliobolus victoriae that is required for pathogenicity in the organism It has a role as a mycotoxin. It is a heterodetic cyclic peptide, an organochlorine compound and a secondary alpha-hydroxy ketone. CC(C)[C@H]1[C@@H](C(=O)N/C(=C/Cl)/C(=O)N[C@@H](CC2=C(O1)CC(C2=O)O)C(=O)O)NC(=O)[C@H]([C@@H](CCCN)O)NC(=O)[C@H](CC(C)C(Cl)Cl)NC(=O)C(O)O